OC1CCC(CC1)N(CCCCCCCC(=O)N(CCCCCCCCC=C)CCCCCCCCC=C)CCCCCCCC(=O)N(CCCCCCCCC=C)CCCCCCCCC=C 8,8'-((4-hydroxy-cyclohexyl)azane-diyl)bis(N,N-di-(dec-9-en-1-yl)-octanamide)